N(CCO)(CCO)CCO.N(CCO)(CCO)CCO.C(CCCCCCCCCCC)OC1=C(C=C(C=C1)C(CC(CC(S(=O)(=O)O)C1=CC(=C(C=C1)OCCCCCCCCCCCC)OC)=O)S(=O)(=O)O)OC 1,5-Bis(4-dodecyloxy-3-methoxyphenyl)-3-oxo-1,5-pentanedisulfonic acid bis(triethanolamine) salt